OC1=CC=C(C(=N)N)C=C1 para-hydroxybenzamidine